C(C=C)NC1=CC=2C(C3=CC=CC=C3SC2C=C1)=O 2-(N-allyl)aminothioxanthone